2-(1-methyl-2-oxo-1,2-dihydropyridin-3-yl)acetic acid CN1C(C(=CC=C1)CC(=O)O)=O